CN1C(CC=2C1=NC=CC2C=2C=NC=C(C2)C2=CC=C(C=C2)N2C(CCC2)=O)=O 1-methyl-4-(5-(4-(2-oxopyrrolidin-1-yl)phenyl)pyridin-3-yl)-1,3-dihydro-2H-pyrrolo[2,3-b]pyridin-2-one